tert-butyl (4-(1-isopropyl-4-(trifluoromethyl)-1H-imidazol-2-yl)-3-methylbenzyl)-(methyl)carbamate C(C)(C)N1C(=NC(=C1)C(F)(F)F)C1=C(C=C(CN(C(OC(C)(C)C)=O)C)C=C1)C